C=1(C(=CC=CC1)OC=1C(N(C(C1)=O)CC1CCOCC1)=O)C1=CC=CC=C1 3-([1,1'-biphenyl]-2-oxy)-1-((tetrahydro-2H-pyran-4-yl)methyl)-1H-pyrrole-2,5-dione